N(=[N+]=[N-])CC1OC(C2C1OC(O2)(C)C)=O rac-(trans)-6-(azidomethyl)-cis-2,2-dimethyldihydrofuro[3,4-d][1,3]dioxol-4(3aH)-one